dibutyl 3,6-dimethylcyclohexane-1,2-dicarboxylate CC1C(C(C(CC1)C)C(=O)OCCCC)C(=O)OCCCC